C[C@@H](CN(C(C(=O)N)=O)CC1=NC=C(C=C1)C(F)(F)F)CC (R)-N1-(2-methylbutyl)-N1-((5-(trifluoromethyl)pyridin-2-yl)methyl)oxalamide